1-((3R)-4-(5-chloro-6-(5-methyl-1H-indazol-4-yl)[1,2]thiazolo[3,4-b]pyridin-3-yl)-3-methyl-1-piperazinyl)-2-propen-1-one ClC1=CC=2C(N=C1C1=C3C=NNC3=CC=C1C)=NSC2N2[C@@H](CN(CC2)C(C=C)=O)C